(2S)-2-(4-chloro-2-methoxybenzenesulfonylamino)-3-(6-fluoro-2,3-dimethylphenyl)-3-hydroxypropionic acid ClC1=CC(=C(C=C1)S(=O)(=O)N[C@H](C(=O)O)C(O)C1=C(C(=CC=C1F)C)C)OC